BrC=1C=C(C=2N(C1)C=C(N2)CO)OC (6-Bromo-8-methoxyimidazo[1,2-a]pyridin-2-yl)methanol